C(C1=CC=CC=C1)OC=1C(=C(OC2=NC=CC(=C2)C(=O)O)C=CC1)C1OCCO1 2-[3-(benzyloxy)-2-(1,3-dioxolan-2-yl)phenoxy]pyridine-4-carboxylic acid